COC1=C(CN(C2=NC(=NN3C2=NC=C3[C@@H](C3CC(C3)NC(OC(C)(C)C)=O)O)O[C@@H](C)CCC)CC3=C(C=C(C=C3)OC)OC)C=CC(=C1)OC Tert-butyl ((1R,3s)-3-((S)-(4-(bis(2,4-dimethoxybenzyl)amino)-2-(((S)-pent-2-yl)oxy)imidazo[2,1-f][1,2,4]triazin-7-yl)(hydroxy)methyl)cyclobutyl)carbamate